FC(OC=1C=CC=NC1)F 5-difluoromethoxypyridine